2,6-dipropenyl-1,4-phenylene ether C(=CC)C1=C2C(=CC(=C1)O2)C=CC